ClC=1C=C2C(=C(C=NC2=CC1C(F)(F)F)S(=O)(=O)N1CCSCC1)O 6-chloro-3-thiomorpholinosulfonyl-7-(trifluoromethyl)quinolin-4-ol